dichlorodiphenyldichloroethylene ClC(Cl)=C(C1C=CC(Cl)=CC=1)C1C=CC(Cl)=CC=1